C1=CC(=CC=C1C2=C(C(=O)C(=C(C2=O)O)C3=CC=C(C=C3)O)O)O The molecule is a member of the class of dihydroxy-1,4-benzoquinones that is 2,5-dihydroxycyclohexa-2,5-diene-1,4-dione which is substituted by a 4-hydroxyphenyl group at positions 3 and 6. It is a mushroom pigment isolated from several fungi species and acts as a smooth muscle stimulant, and exhibits anticoagulant, antibacterial and antineoplastic properties. It has a role as a fungal metabolite, an EC 1.3.1.9 [enoyl-[acyl-carrier-protein] reductase (NADH)] inhibitor, a biological pigment, an anticoagulant, an apoptosis inducer, an antineoplastic agent and an antibacterial agent. It is a member of dihydroxy-1,4-benzoquinones and a polyphenol. It is a conjugate acid of an atromentin(1-).